2-PHENYL-6-(1H-IMIDAZOL-1-YL)QUINAZOLINE methyl-3-bromo-2-(prop-1-en-2-yl)benzoate COC(C1=C(C(=CC=C1)Br)C(=C)C)=O.C1(=CC=CC=C1)C1=NC2=CC=C(C=C2C=N1)N1C=NC=C1